2-(N-15Z-tetracosenoylamino)octadecane-3,4-diol C(C=CCCCCCCCCCCCCCCCCCCCCC)(=O)NC(C)C(C(CCCCCCCCCCCCCC)O)O